N-(4-((2-(1,1-difluoroethyl)-6-ethylpyrimidin-4-yl)amino)-5-(5-morpholinylpyrazin-2-yl)pyridin-2-yl)acetamide FC(C)(F)C1=NC(=CC(=N1)NC1=CC(=NC=C1C1=NC=C(N=C1)N1CCOCC1)NC(C)=O)CC